C(#C)C1=CC=C(CN2CCN(CC2)C)C=C1 1-(4-ethynylbenzyl)-4-methylpiperazine